OC=1C(=NC=CC1OC)C(=O)N[C@H](C(=O)OC(C)C1(CCCCC1)C1=CC=C(C=C1)Cl)C 1-[1-(4-chlorophenyl)-cyclohexyl]ethyl (2S)-2-[(3-hydroxy-4-methoxy-pyridine-2-carbonyl)amino]propanoate